4-(2-methyl-1H-imidazol-1-yl)benzaldehyde CC=1N(C=CN1)C1=CC=C(C=O)C=C1